C(C=C)(=O)OC(COC1=CC=C(C(=O)C2=CC=CC=C2)C=C1)CC 4-(2-acryloxybutoxy)benzophenone